ClC1=NC(=C2N=CN(C2=N1)[C@@H]1O[C@@H]([C@H]([C@H]1O)O)CO)N1CC2(CCOCC2)C2=CC=CC=C12 (2R,3R,4S,5R)-2-(2-chloro-6-spiro[indoline-3,4'-tetrahydropyran]-1-ylpurine-9-yl)-5-(hydroxymethyl)tetrahydrofuran-3,4-diol